(S)-1-(2-(8-amino-1-(2-chloro-4-(pyridin-2-yloxy)benzoyl)imidazo[1,5-a]pyrazin-3-yl)pyrrolidin-1-yl)but-2-yn-1-one NC=1C=2N(C=CN1)C(=NC2C(C2=C(C=C(C=C2)OC2=NC=CC=C2)Cl)=O)[C@H]2N(CCC2)C(C#CC)=O